((6-hydroxy-3'-methyl-4-propyl-[1,1'-biphenyl]-2-yl)oxy)methyl pivalate C(C(C)(C)C)(=O)OCOC1=C(C(=CC(=C1)CCC)O)C1=CC(=CC=C1)C